(2S,4R)-1-[(2S)-2-[4-(5-chloro-1,3-dimethyl-pyrazol-4-yl)triazol-1-yl]-3,3-dimethyl-butanoyl]-4-hydroxy-N-methyl-pyrrolidine-2-carboxamide ClC1=C(C(=NN1C)C)C=1N=NN(C1)[C@H](C(=O)N1[C@@H](C[C@H](C1)O)C(=O)NC)C(C)(C)C